3-(2-(2-(diethylamino)pyrimidin-5-yl)ethynyl)-4-methyl-N-(3-(4-methyl-1H-imidazol-1-yl)-5-(trifluoromethyl)phenyl)benzamide tin (IV) n-butoxide [O-]CCCC.[Sn+4].C(C)N(C1=NC=C(C=N1)C#CC=1C=C(C(=O)NC2=CC(=CC(=C2)C(F)(F)F)N2C=NC(=C2)C)C=CC1C)CC.[O-]CCCC.[O-]CCCC.[O-]CCCC